CC(C)C1=C(C2=C(S1)CCC2)C(=O)O 2-(propan-2-yl)-4H,5H,6H-cyclopenta[b]thiophene-3-carboxylic acid